(S)-4-(benzyloxy)-2-(chloromethyl)-1-(oxetan-2-ylmethyl)-1H-benzo[d]imidazole-6-carboxylic acid methyl ester COC(=O)C=1C=C(C2=C(N(C(=N2)CCl)C[C@H]2OCC2)C1)OCC1=CC=CC=C1